benzyl (3R)-3-aminopyrrolidine-1-carboxylate N[C@H]1CN(CC1)C(=O)OCC1=CC=CC=C1